C1(CC1)CC1=NC(=C(C(=O)NC2=CC(=CC=C2)[S@](=O)(=N)C)C=C1)N1CCC(CCC1)(F)F (S)-6-(cyclopropylmethyl)-2-(4,4-difluoroazepan-1-yl)-N-(3-(S-methylsulfonimidoyl)phenyl)nicotinamide